1-((1S,4S)-2,5-diazabicyclo[2.2.1]heptan-2-yl)-2-((2-(4'-isopropyl-[1,1'-biphenyl]-4-carbonyl)-1,2,3,4-tetrahydroisoquinolin-6-yl)oxy)-2-methylpropan-1-one [C@@H]12N(C[C@@H](NC1)C2)C(C(C)(C)OC=2C=C1CCN(CC1=CC2)C(=O)C2=CC=C(C=C2)C2=CC=C(C=C2)C(C)C)=O